5-methyl-2-(((3-methyl-4-(2,2,2-trifluoroethoxy)pyridin-2-yl)methyl)thio)-1H-benzo[d]imidazole CC1=CC2=C(NC(=N2)SCC2=NC=CC(=C2C)OCC(F)(F)F)C=C1